COCCOC=1C=C2C=C(NC2=CC1)CN1CCN(CC1)C1=CC=NC=C1 5-(2-methoxyethoxy)-2-[[4-(4-pyridinyl)piperazin-1-yl]methyl]-1H-indole